4-({4-[(3R)-3-aminopyrrolidin-1-yl]butyl}amino)-5-chloro-2-fluoro-N-1,3-thiazol-2-ylbenzenesulfonamide N[C@H]1CN(CC1)CCCCNC1=CC(=C(C=C1Cl)S(=O)(=O)NC=1SC=CN1)F